8-(4-phenylpiperazine-1-carbonyl)-5H-dibenzo[b,e][1,4]diazepin-11(10H)-one C1(=CC=CC=C1)N1CCN(CC1)C(=O)C=1C=CC2=C(NC(C3=C(N2)C=CC=C3)=O)C1